C(=O)(C1=CC=C(C(=O)Cl)C=C1)C1=CC=C(C(=O)Cl)C=C1 4,4'-carbonyldibenzoyl chloride